S1C2=C(C=C1)C=CC=C2NCCCCCCCCSC2=C1CN(C(C1=CC=C2)=O)C2C(NC(CC2)=O)=O 3-(4-((8-(benzo[b]thiophen-7-ylamino)octyl)thio)-1-oxoisoindolin-2-yl)piperidine-2,6-dione